OC[C@@H](C)NC1=C2C(=NC=C1C(=O)NCCS(=O)(=O)C)SC(=N2)C2=CC=CC=C2 (R)-7-((1-hydroxypropan-2-yl)amino)-N-(2-(methylsulfonyl)ethyl)-2-phenylthiazolo[5,4-b]pyridine-6-carboxamide